C1=CC=C2C(=C1)C3=NC4=C5C(=C(N4)N=C6C7=C(C(=C(C=C7C(=N6)N=C8C9=CC=CC=C9C(=NC2=N3)N8N)N)N)N)C(=C(C(=C5N)N)N)N OctaaminoPhthalocyanine